COC1=CC=C(CN(C2=CC(=C(C(=N2)C2=C(C=C3C(=NC(=NC3=C2F)Cl)N(CC)C(C)C=2C(=NC=CC2)N(CC2=CC=C(C=C2)OC)CC2=CC=C(C=C2)OC)Cl)C(F)(F)F)C)CC2=CC=C(C=C2)OC)C=C1 7-(6-(bis(4-methoxybenzyl)amino)-4-methyl-3-(trifluoromethyl)pyridin-2-yl)-N-(1-(2-(bis(4-methoxybenzyl)amino)pyridin-3-yl)ethyl)-2,6-dichloro-N-ethyl-8-fluoroquinazolin-4-amine